6-methyl-3,4-dihydroisoquinoline CC=1C=C2CCN=CC2=CC1